ClC1=C(N=C(C=2C(N3[C@@H](COC21)CN(CC3)C(=O)OC(C)(C)C)=O)N3C(C(NCC3)C)C)C3=C(C=CC=C3O)F tert-butyl (6aR)-4-chloro-1-(2,3-dimethylpiperazin-1-yl)-3-(2-fluoro-6-hydroxyphenyl)-12-oxo-6a,7,9,10-tetrahydro-12H-pyrazino[2,1-c]pyrido[3,4-f][1,4]oxazepine-8(6H)-carboxylate